N-methoxy-4-((1-methyl-1H-indazol-6-yl)amino)nicotinamide CONC(C1=CN=CC=C1NC1=CC=C2C=NN(C2=C1)C)=O